N-Acetyl-N-[1-(1,1'-biphenyl-4-ylmethyl)-2-oxoazepan-3-YL]-4-[difluoro(phosphono)methyl]phenylalaninamide C(C)(=O)N(C([C@@H](N)CC1=CC=C(C=C1)C(P(=O)(O)O)(F)F)=O)C1C(N(CCCC1)CC1=CC=C(C=C1)C1=CC=CC=C1)=O